N-Ethyl-aniline C(C)NC1=CC=CC=C1